OC=1C=C2C(CNC2=CC1)(CCC)CCNC(C)=O N-[2-(5-Hydroxy-3-propyl-1H-indol-3-yl)ethyl]acetamide